4-(1-(4-bromo-2-chlorobenzyl)-1H-indol-3-yl)benzoyl-hydrazine BrC1=CC(=C(CN2C=C(C3=CC=CC=C23)C2=CC=C(C(=O)NN)C=C2)C=C1)Cl